CN(CCC)C Dimethyl-N-propylamin